C1(CC1)C=1N=CC=2C3=C(C=C(C2C1)S(=O)(=O)NCC(C)(C)F)C(CC3)NCC=3NC1=CC=CC=C1C3 3-cyclopropyl-N-(2-fluoro-2-methylpropyl)-7-(1H-indol-2-ylmethylamino)-8,9-dihydro-7H-cyclopenta[h]isoquinoline-5-sulfonamide